2-(3-chloro-1H-pyrrolo[2,3-b]pyridin-5-yl)-N-(4-(((6-cyclopropylimidazo[1,2-a]pyridin-2-yl)methyl)amino)pyridin-2-yl)acetamide ClC1=CNC2=NC=C(C=C21)CC(=O)NC2=NC=CC(=C2)NCC=2N=C1N(C=C(C=C1)C1CC1)C2